ClC1=CC2=C(C=N1)C(=NN2CC2(CCOCC2)CO)C#CC2CCN(CC2)C (4-((6-chloro-3-((1-methyl-piperidin-4-yl)ethynyl)-1H-pyrazolo[4,3-c]pyridin-1-yl)methyl)tetrahydro-2H-pyran-4-yl)methanol